C(#N)C1=CC=C(C=C1)N1CCC(CC1)C(=O)O 1-(4-cyanophenyl)piperidine-4-carboxylic acid